F/C=C(\CNC(OC(C)(C)C)=O)/CS(=O)(=O)C1=CC(=CC=C1)B1OC(C(O1)(C)C)(C)C tert-butyl (E)-(3-fluoro-2-(((3-(4,4,5,5-tetramethyl-1,3,2-dioxaborolan-2-yl)phenyl)sulfonyl)methyl)allyl)carbamate